1-(2-chloropyridin-4-yl)-3-(3-fluoro-2-hydroxymethylphenyl)urea ClC1=NC=CC(=C1)NC(=O)NC1=C(C(=CC=C1)F)CO